[2H][C@@](C)(C1=CC(=CC=2C(C(=C(OC21)C2=CC=CC=C2)C)=O)C)N[S@](=O)C(C)(C)C (R)-N-[(1R)-1-deutero-1-(3,6-dimethyl-4-oxo-2-phenyl-benzopyran-8-yl)ethyl]-2-methyl-propane-2-sulfinamide